FC1=CC=C(C=C1)C1(CC(C1)(OC)OC)C#N 1-(4-fluorophenyl)-3,3-dimethoxycyclobutanecarbonitrile